BrC1=NC(=CC=C1N)C=1[Se]C2=C(N1)C=C(C=C2)F 2-bromo-6-(5-fluorobenzoselenazol-2-yl)pyridin-3-amine